2-(5-Fluoro-2,3-dihydro-1H-inden-1-yl)-N-(2-methoxypyridin-4-yl)-4-(trifluoromethyl)benzamide FC=1C=C2CCC(C2=CC1)C1=C(C(=O)NC2=CC(=NC=C2)OC)C=CC(=C1)C(F)(F)F